FC(C(=O)O)(F)F.ClC1=C(C=C(C=C1)C1(CNC1)O)OC 3-(4-chloro-3-methoxyphenyl)azetidin-3-ol trifluoroacetate salt